ClCC(CC1(N[C@H]2C[C@H]2C1)C(=O)OC)=C methyl (1S,5S)-3-(2-(chloromethyl) allyl)-2-azabicyclo[3.1.0]hexane-3-carboxylate